tert-butyl (3R,4R)-4-amino-3-(4-chloro-3-methylphenyl)piperidine-1-carboxylate p-toluenesulfonate CC1=CC=C(C=C1)S(=O)(=O)O.N[C@H]1[C@@H](CN(CC1)C(=O)OC(C)(C)C)C1=CC(=C(C=C1)Cl)C